tin-iron tantalum [Ta].[Fe].[Sn]